CC1(C(C(=C[C@@]2(CCN(C2)C(C(C(F)(F)F)(C)C)=O)C1)C#N)=O)C (5S)-9,9-dimethyl-8-oxo-2-(3,3,3-trifluoro-2,2-dimethylpropanoyl)-2-azaspiro[4.5]dec-6-ene-7-carbonitrile